pentyl 4-methylbenzenesulfonate CC1=CC=C(C=C1)S(=O)(=O)OCCCCC